COC=1C=CC2=C(C1)S(CC1=C2N(N=C1C(=O)O)C1=CC=C(C=C1)CN1CCOCC1)(=O)=O 7-methoxy-1-(4-(morpholinylmethyl)phenyl)-1,4-dihydrothiochromeno[4,3-c]pyrazole-3-carboxylic acid 5,5-dioxide